NC1=CC=C2C(=N1)CCC2NC([C@H](C)NC(=O)[C@@H]2NCC(=C2)C2=CC=CC=C2)=O (2R)-N-((2S)-1-((2-amino-6,7-dihydro-5H-cyclopenta[b]pyridin-5-yl)amino)-1-oxopropan-2-yl)-4-phenyl-2,5-dihydro-1H-pyrrole-2-carboxamide